C(C)(C)C1=C(NC2=CC=C(C=C12)C1CCNCC1)C1=COC=2C1=NC=CC2 3-(3-isopropyl-5-(piperidin-4-yl)-1H-indol-2-yl)furo[3,2-b]pyridine